1-(2-hydroxyethyl)-2-azabicyclo[2.1.1]Hexane-2-carboxylic acid tert-butyl ester C(C)(C)(C)OC(=O)N1C2(CC(C1)C2)CCO